OCC1=C(C=CC=C1)CCC 2-hydroxymethylphenylpropane